FC(C1=NN=C(O1)C1=CC=C(CN2N=NC(=C2)C2=CC3=C(N(C(=N3)N)C)C=C2)C=C1)F 5-(1-(4-(5-(difluoromethyl)-1,3,4-oxadiazol-2-yl)benzyl)-1H-1,2,3-triazol-4-yl)-1-methyl-1H-benzo[d]imidazol-2-amine